NC1=C(C2=C(N(C(=N2)N2C[C@@H](C[C@H](C2)F)NC(OC(C)(C)C)=O)C)C=C1C)C tert-butyl ((3R,5R)-1-(5-amino-1,4,6-trimethyl-1H-benzo[d]imidazol-2-yl)-5-fluoropiperidin-3-yl)carbamate